FCC(CF)N1N=NC2=C1C=C(C=C2)C=2C=CN1N=C(N=C(C12)OC)N[C@H]1[C@H](CN(CC1)C1(COC1)[2H])F 5-(1-(1,3-difluoropropan-2-yl)-1H-benzo[d][1,2,3]triazol-6-yl)-N-((3S,4R)-3-fluoro-1-(oxetan-3-yl-3-d)piperidin-4-yl)-4-methoxypyrrolo[2,1-f][1,2,4]triazin-2-amine